(R)-1-((7-Cyano-2-(3'-(7-(((S)-2-hydroxypropylamino)methyl)-2-methylpyrido[3,2-d]pyrimidin-4-ylamino)-2,2'-dimethylbiphenyl-3-yl)benzo[d]oxazol-5-yl)methyl)pyrrolidin C(#N)C1=CC(=CC=2N=C(OC21)C=2C(=C(C=CC2)C2=C(C(=CC=C2)NC=2C1=C(N=C(N2)C)C=C(C=N1)CNC[C@H](C)O)C)C)CN1CCCC1